NC1=NC2=CC(=CC=C2C(=N1)NC1CCC(CC1)O)C1=CC=NN1 4-((2-amino-7-(1H-pyrazol-5-yl)quinazolin-4-yl)amino)cyclohexanol